BrCC1=CC=C(C=C1)C(C#N)(C)C 4-(Bromomethyl)-α,α-dimethylbenzeneacetonitrile